ClC=1N=C(C2=C(N1)N(C=C2C=2C=C1C=C(C=NC1=CC2)OCC2=CC=C(C=C2)OC)S(=O)(=O)C2=CC=C(C)C=C2)N 2-chloro-5-(3-((4-methoxybenzyl)oxy)quinolin-6-yl)-7-tosyl-7H-pyrrolo[2,3-d]pyrimidin-4-amine